ClC=1C=CC=C2C=C(NC12)C(=O)N[C@H](C(=O)N[C@H](C(=O)OC)CC1C(NC(C1)(C)C)=O)CC1CC1 methyl (2S)-2-[[(2S)-2-[(7-chloro-1H-indole-2-carbonyl)amino]-3-cyclopropyl-propanoyl] amino]-3-(5,5-dimethyl-2-oxo-pyrrolidin-3-yl)propanoate